2-(4-fluorophenyl)-N-{4-[5-methoxy-3-(pyridin-2-yl)-1-{[2-(trimethylsilyl)ethoxy]methyl}-1H-pyrrolo[3,2-b]pyridin-2-yl]pyridin-2-yl}acetamide FC1=CC=C(C=C1)CC(=O)NC1=NC=CC(=C1)C1=C(C2=NC(=CC=C2N1COCC[Si](C)(C)C)OC)C1=NC=CC=C1